2'-((6-((1-methyl-1H-1,2,4-triazol-3-yl)amino)pyrimidin-4-yl)amino)spiro[cyclohexane-1,4'-pyrrolo[3,4-d]thiazol]-6'(5'H)-one CN1N=C(N=C1)NC1=CC(=NC=N1)NC=1SC2=C(N1)C1(NC2=O)CCCCC1